FC(C(=O)C1=CC=C2N1CCN(C21CCN(CC1)C(C1=CC(=C(C=C1)OCCOC(F)(F)F)OC)=O)C)(F)F 2,2,2-trifluoro-1-[1'-[3-methoxy-4-[2-(trifluoromethoxy)ethoxy]benzoyl]-2-methyl-spiro[3,4-dihydropyrrolo[1,2-a]pyrazine-1,4'-piperidine]-6-yl]ethanone